C(N)(=N)C=1C=C(SC1)CNC(=O)[C@H]1N(C[C@H](C1)OC)C(CNC(=O)C1=CC=C(C=C1)OC1=CC=CC=C1)=O (2S,4S)-N-[(4-carbamimidoylthiophen-2-yl)methyl]-4-methoxy-1-{2-[(4-phenoxyphenyl)formamido]acetyl}pyrrolidine-2-carboxamide